3-[2-(1-Cyclopropyl-6-fluoro-2-methyl-1,3-benzodiazol-5-yl)ethynyl]-1-[(3S,5R)-5-(methoxymethyl)-1-(prop-2-enoyl)pyrrolidin-3-yl]-5-(methylamino)pyrazole-4-carboxamide C1(CC1)N1C(=NC2=C1C=C(C(=C2)C#CC2=NN(C(=C2C(=O)N)NC)[C@@H]2CN([C@H](C2)COC)C(C=C)=O)F)C